[Si](C1=CC=CC=C1)(C1=CC=CC=C1)(C(C)(C)C)OC1CCN(S(C12CC2)(=O)=O)C(=O)OC(C)(C)C tert-butyl 8-((tert-butyldiphenylsilyl)oxy)-4-thia-5-azaspiro[2.5]octane-5-carboxylate 4,4-dioxide